CN(CC(=O)N(C1CCC(CC1)N1C(C=C(C2=C1N=C(N=C2)NC2=C(C=CC=C2)OC)C#C)=O)C)C 2-(Dimethylamino)-N-methyl-N-[(1s,4s)-4-{5-ethynyl-2-[(2-methoxyphenyl)amino]-7-oxopyrido[2,3-d]pyrimidin-8-yl}cyclohexyl]acetamide